3-(4-(8-Hydroxyoctyl)-3-methyl-2-oxo-2,3-dihydro-1H-benzo[d]imidazol-1-yl)piperidine-2,6-dione OCCCCCCCCC1=CC=CC=2N(C(N(C21)C)=O)C2C(NC(CC2)=O)=O